C1(CCCCC1)N(C(CCCCCCNC(=O)NC1=CC=NC=C1)=O)OCCN(C(=O)C=1C=C(C=CC1)NC(OC(C)(C)C)=O)C Tert-Butyl (3-((2-((N-Cyclohexyl-7-(3-(Pyridin-4-Yl)Ureido)-Heptanamido)Oxy)Ethyl)(Methyl)Carbamoyl)Phenyl)Carbamate